(Z)-1-(4-amino-2-fluorobut-2-en-1-yl)-4-(3-(N,N-dimethylsulfamoyl)-4-methoxyphenyl)-1H-benzo[d][1,2,3]triazole-6-carboxylic acid methyl ester COC(=O)C=1C=C(C2=C(N(N=N2)C/C(=C/CN)/F)C1)C1=CC(=C(C=C1)OC)S(N(C)C)(=O)=O